benzyl (2-((2S,4S)-1-((R)-2-(2-naphthamido)-3-cyclohexylpropanoyl)-4-(5-(2-hydroxypropan-2-yl)-1H-1,2,3-triazol-1-yl)pyrrolidine-2-carboxamido)-4-amino-3-hydroxy-4-oxobutyl)carbamate C1=C(C=CC2=CC=CC=C12)C(=O)N[C@@H](C(=O)N1[C@@H](C[C@@H](C1)N1N=NC=C1C(C)(C)O)C(=O)NC(CNC(OCC1=CC=CC=C1)=O)C(C(=O)N)O)CC1CCCCC1